ClC=1C=C(C=CC1C=1N(C2=NC=NC(=C2N1)OC1(CC1)C)CC1=CC(=NC=C1)C)CC(=O)N 2-(3-chloro-4-(6-(1-methylcyclopropoxy)-9-((2-methylpyridin-4-yl)methyl)-9H-purin-8-yl)phenyl)acetamide